tert-butyl N-[5-(2-{2,6-dioxo-1-[(2-{[(prop-2-en-1-yloxy)carbonyl]amino}acetamido)methyl]piperidin-3-yl}-1-oxo-3H-isoindol-4-yl)pent-4-yn-1-yl]carbamate O=C1N(C(CCC1N1C(C2=CC=CC(=C2C1)C#CCCCNC(OC(C)(C)C)=O)=O)=O)CNC(CNC(=O)OCC=C)=O